C(C)(C)(C)C1=CC(=NO1)NC(=O)NC1=CC=C(C=C1)N1C=NC2=C1C(=CC=C2)OCCN2CCOCC2 1-(5-tert-butyl-isoxazol-3-yl)-3-{4-[7-(2-morpholin-4-yl-ethoxy)-benzimidazol-1-yl]-phenyl}-urea